ClC1=CC=C2C(=CC(N(C2=C1)C1=C(C=CC=C1)Cl)=O)O 7-chloro-1-(2-chlorophenyl)-4-hydroxyquinolin-2(1H)-one